C1(CC(C(CC1)C(C)C)O)(C)CC#N mentholacetonitrile